3-(3,5-difluoro-4-hydroxy-anilino)-1-phenyl-pyrrole-2,5-dione FC=1C=C(NC=2C(N(C(C2)=O)C2=CC=CC=C2)=O)C=C(C1O)F